BrC1=CC=C(C=C1)C=1N=C2N(C=CC=C2)C1CN1CCN(CC1)C(=O)C1=C(C=CC=C1)OC (4-{[2-(4-bromophenyl)imidazo[1,2-a]pyridin-3-yl]methyl}piperazin-1-yl)(2-methoxyphenyl)methanone